[I-].C[C@H](C1=CC=CC=C1)[NH3+] R-(+)-α-methylbenzylammonium iodide